ClC1=C(C=C(C=C1)C=1N=C2SC3=C(N2C1)C=CC(=C3)S(=O)(=O)C)OC 2-(4-chloro-3-methoxyphenyl)-7-(methylsulfonyl)benzo[d]imidazo[2,1-b]thiazole